4-((3-azaspiro[5.5]undecan-9-yl)methyl)piperazine-1-carboxylic acid (9H-fluoren-9-yl)methyl ester C1=CC=CC=2C3=CC=CC=C3C(C12)COC(=O)N1CCN(CC1)CC1CCC2(CCNCC2)CC1